CCCC(=O)OCC(COC(=O)CCC)O The molecule is a dibutyrin resulting from the condensation of both of the primary hydroxy groups of glycerol with butyric acid. It is a dibutyrin and a secondary alcohol.